ClC=1C(=C(C=CC1)NC1=NC=NC2=CC(=C(C=C12)NC(C=C)=O)C#CC12CN(CC2C1)C1COC1)F N-(4-((3-chloro-2-fluorophenyl)amino)-7-((3-(oxetan-3-yl)-3-azabicyclo[3.1.0]hexan-1-yl)ethynyl)quinazolin-6-yl)acrylamide